monocesium diphosphate [O-]P(O)(=O)OP(=O)(O)O.[Cs+]